O[C@H](C)C1=NC=2C(=C3C(=NC2)NC=C3)N1[C@@H]1CN(CC1)CC(=O)NCC(F)(F)F 2-((S)-3-(2-((R)-1-Hydroxyethyl)imidazo[4,5-d]pyrrolo[2,3-b]pyridin-1(6H)-yl)pyrrolidin-1-yl)-N-(2,2,2-trifluoroethyl)acetamide